COC1=C(C=CC(=N1)C1=CC=C(C=C1)CN)C (4-(6-methoxy-5-methylpyridin-2-yl)phenyl)methanamine